FC=1C(=C(C=NN2CCN(CC2)C(=O)OC(C)(C)C)C=C(C1)C#CC1=CC=C(C=C1)N1CCCC1)O tert-butyl 4-((3-fluoro-2-hydroxy-5-((4-(pyrrolidin-1-yl)phenyl)ethynyl)benzylidene) amino)piperazine-1-carboxylate